N-[3-(3-aminopropanoylamino)propyl]-2-ethyl-4-[[3-[3-(trifluoromethyl)-1H-pyrazol-4-yl]imidazo[1,2-a]pyrazin-8-yl]amino]benzamide NCCC(=O)NCCCNC(C1=C(C=C(C=C1)NC=1C=2N(C=CN1)C(=CN2)C=2C(=NNC2)C(F)(F)F)CC)=O